[Si](C)(C)(C(C)(C)C)O[C@@H]1[C@@](O[C@H]([C@H]1F)N1C=2N=C(NC(C2N=C1)=O)NC(C1=CC=CC=C1)(C1=CC=CC=C1)C1=CC=C(C=C1)OC)(C=O)CO (2R,3R,4S,5R)-3-[(tert-butyldimethylsilyl)oxy]-4-fluoro-2-(hydroxymethyl)-5-(2-{[(4-methoxyphenyl)diphenyl-methyl]amino}-6-oxo-1H-purin-9-yl)oxolane-2-carbaldehyde